2-[(4-{6-[(4-cyanobenzyl)oxy]-5-fluoropyridin-2-yl}piperidin-1-yl)methyl]-1-[(2S)-oxetan-2-ylmethyl]-1H-benzimidazole-6-carboxylic acid C(#N)C1=CC=C(COC2=C(C=CC(=N2)C2CCN(CC2)CC2=NC3=C(N2C[C@H]2OCC2)C=C(C=C3)C(=O)O)F)C=C1